C(C)OC(=O)C=1N(C=C(N1)NC(CCCNC(=O)OC(C)(C)C)=O)C 4-{4-[(tert-butoxycarbonyl)amino]butyrylamino}-1-methylimidazole-2-carboxylic acid ethyl ester